C1CC12CCN(CC2)C2=C(C(=O)NC=1C=C3C=CC=NC3=C(N1)N1CCC(CC1)(F)F)C=CC(=C2)NS(=O)(=O)[C@@H](CO)C 2-{6-azaspiro[2.5]octane-6-yl}-N-[8-(4,4-difluoropiperidin-1-yl)-1,7-naphthyridine-6-yl]-4-[(2R)-1-hydroxypropane-2-sulfonylamino]benzamide